tridecyl-4-hydroxy-3,5-di-tert-butylbenzyl thioglycolate C(CS)(=O)OC(C1=CC(=C(C(=C1)C(C)(C)C)O)C(C)(C)C)CCCCCCCCCCCCC